BrC1=CN=C(N1C)C(=O)O 5-bromo-1-methyl-imidazole-2-carboxylic acid